N-(3,5-dinitrophenyl)thiourea [N+](=O)([O-])C=1C=C(C=C(C1)[N+](=O)[O-])NC(=S)N